(S)-Methyl 2-(6-(Triisopropylsilylthio)naphthalen-2-yl)-propanoate C(C)(C)[Si](SC=1C=C2C=CC(=CC2=CC1)[C@@H](C(=O)OC)C)(C(C)C)C(C)C